tert-Butyl 4-fluoro-3-nitrobenzoate FC1=C(C=C(C(=O)OC(C)(C)C)C=C1)[N+](=O)[O-]